N-(3-tert-butyl-1H-1,2,4-triazol-5-yl)-1-[(pyridin-4-yl)methyl]-1H-pyrrole-2-carboxamide C(C)(C)(C)C1=NNC(=N1)NC(=O)C=1N(C=CC1)CC1=CC=NC=C1